C1(CCCC1)P(C1=C(C(=CC=C1)OC)OC)C1CCCC1 dicyclopentyl(2,3-dimethoxyphenyl)phosphine